3-(2-bromopyridin-4-yl)-4,4,4-trifluorobutan-1-ol BrC1=NC=CC(=C1)C(CCO)C(F)(F)F